C(CC[C@@H](C)[C@H]1CC[C@H]2[C@@H]3CC[C@@H]4CCCC[C@]4(C)[C@H]3CC[C@]12C)(=O)OC Methyl 5β-cholanate